(3'-(2,6-diphenylpyrimidin-4-yl)-[1,1'-biphenyl]-3-yl)boric acid C1(=CC=CC=C1)C1=NC(=CC(=N1)C=1C=C(C=CC1)C1=CC(=CC=C1)OB(O)O)C1=CC=CC=C1